N1N=CC(=C1)C1=C(C#N)C=CC=C1 2-(1H-pyrazol-4-yl)benzonitrile